2-Chloro-N-[3-({[6-(methylamino)-4-(quinolin-8-ylamino)-1,3,5-triazacyclohexan-2-yl]amino}methyl)phenyl]acetamide Methyl-p-toluenesulfinate COS(=O)C1=CC=C(C)C=C1.ClCC(=O)NC1=CC(=CC=C1)CNC1NC(NC(N1)NC=1C=CC=C2C=CC=NC12)NC